COC(OC)[SiH2]CCCN1C(NCC1)=O 1-[3-(Dimethoxymethylsilyl)propyl]-2-imidazolidinone